tert-butyl 2-[(3R,4R)-4-[1-(2,6-dioxo-3-piperidyl)-3-ethyl-2-oxo-benzimidazol-5-yl]-3-hydroxy-1-piperidyl]acetate O=C1NC(CCC1N1C(N(C2=C1C=CC(=C2)[C@@H]2[C@H](CN(CC2)CC(=O)OC(C)(C)C)O)CC)=O)=O